benzyl-trimethyl-ammonium hydroxide [OH-].C(C1=CC=CC=C1)[N+](C)(C)C